Cl[SiH]1O[SiH](C1)Cl 1,3-dichloro-1,3-disiloxetane